COC1=CC=C(C=C1)C#CC(=O)C1=CC=C(C=C1)C 3-(4-methoxyphenyl)-1-(p-tolyl)propan-2-yn-1-one